(1-[[2-(trimethylsilyl)ethoxy]methyl]pyrazolo[3,4-b]pyridin-5-yl)methanol C[Si](CCOCN1N=CC=2C1=NC=C(C2)CO)(C)C